1-(2-aminoethyl)-4-bromo-1H-pyrrole-2-carboxylic acid methyl ester COC(=O)C=1N(C=C(C1)Br)CCN